NCC#CC=1C(=NC(=CC1)NC(=O)C1CCNCC1)C(=O)OC methyl 3-(3-aminoprop-1-yn-1-yl)-6-(piperidine-4-carboxamido)picolinate